6-bromo-4-(1-cyclopropyl-3-phenyl-1H-pyrazol-4-yl)-7-ethoxyquinazoline BrC=1C=C2C(=NC=NC2=CC1OCC)C=1C(=NN(C1)C1CC1)C1=CC=CC=C1